(R)-2-(8-((1-(2-hydroxyethyl)piperidin-3-yl)amino)pyridino[2,3-d]pyridazin-5-yl)-5-(trifluoromethyl)phenol OCCN1C[C@@H](CCC1)NC=1N=NC(=C2C1N=CC=C2)C2=C(C=C(C=C2)C(F)(F)F)O